CC1=C(C=CC(=O)O)C=C(C=C1)C 2,5-dimethyl-cinnamic acid